2,3,4-tri-O-benzyl-xylose C(C1=CC=CC=C1)O[C@@H](C=O)[C@@H](OCC1=CC=CC=C1)[C@H](OCC1=CC=CC=C1)CO